dicyclopentyl-(4-ethoxyphenyl)phosphine C1(CCCC1)P(C1=CC=C(C=C1)OCC)C1CCCC1